(S)-5-(2-chlorophenoxy)-3-((1-(3-chloropyridin-2-yl)ethyl)amino)-4H-benzo[e][1,2,4]thiadiazine 1,1-dioxide ClC1=C(OC2=CC=CC3=C2NC(=NS3(=O)=O)N[C@@H](C)C3=NC=CC=C3Cl)C=CC=C1